L-leucyl-L-leucine tert-butyl ester C(C)(C)(C)OC([C@@H](NC([C@@H](N)CC(C)C)=O)CC(C)C)=O